C(C1=CC=CC=C1)OCOCCCC(CC(CCCCCCCCCCCC)C)C 4,6-dimethyloctadecyl benzyloxymethyl ether